OC(CNC(C1=C(C(C(=O)NCC(CO)O)=C(C=C1)I)I)=O)CO N1,N3-bis(2,3-dihydroxypropyl)-2,4-diiodoisophthalamide